(1S,2S)-N-(6-(7-(azetidin-3-yl-(methyl)amino)-5-chloro-6-fluoro-1H-indazol-4-yl)benzo[d]thiazol-2-yl)-2-fluorocyclopropane-1-carboxamide N1CC(C1)N(C=1C(=C(C(=C2C=NNC12)C1=CC2=C(N=C(S2)NC(=O)[C@H]2[C@H](C2)F)C=C1)Cl)F)C